5-amino-2-(5-methyl-1,3,4-oxadiazol-2-yl)-N-(2,4-dimethoxybenzyl)benzenesulfonamide benzyl-N-(tert-butoxycarbonyl)-N-(2-oxoethyl)glycinate C(C1=CC=CC=C1)OC(CN(CC=O)C(=O)OC(C)(C)C)=O.NC=1C=CC(=C(C1)S(=O)(=O)NCC1=C(C=C(C=C1)OC)OC)C=1OC(=NN1)C